2-bromo-N-(2,2-dimethoxyethyl)-4-iodo-benzamide BrC1=C(C(=O)NCC(OC)OC)C=CC(=C1)I